(2,6-dibromopyridin-4-yl)-2,2-difluoroacetic acid BrC1=NC(=CC(=C1)C(C(=O)O)(F)F)Br